octyl mercaptan C(CCCCCCC)S